4-[1-[2-[3-(difluoromethyl)-5-(trifluoromethyl)pyrazol-1-yl]acetyl]-4-piperidinyl]-N-tetrahydronaphthalen-1-ylpyridin-2-carboxamide FC(C1=NN(C(=C1)C(F)(F)F)CC(=O)N1CCC(CC1)C1=CC(=NC=C1)C(=O)NC1CCCC2=CC=CC=C12)F